COC1=NC=CC(=C1)C1=CC(=NN1)C(=O)N1CCC(CC1)C(=O)NC1CCC(CC1)CC 1-[5-(2-methoxypyridin-4-yl)-1H-pyrazole-3-carbonyl]-N-[(1s,4r)-4-ethylcyclohexyl]piperidine-4-carboxamide